methyl 2-chloro-5-hydroxybenzoate ClC1=C(C(=O)OC)C=C(C=C1)O